FC(C1=NN(C=C1[N+](=O)[O-])C1CCC(CC1)C(=O)OCC)F (1s,4s)-ethyl 4-(3-(difluoromethyl)-4-nitro-1H-pyrazol-1-yl)cyclohexanecarboxylate